methyl 2-isocyanatoacrylate (methyl 2-isocyanatoacrylate) CC=C(C(=O)O)N=C=O.N(=C=O)C(C(=O)OC)=C